Cl.Cl.F\C(=C/CN)\CS(=O)(=O)C1=NC2=CC=CC=C2C=C1 (Z)-3-fluoro-4-(quinolin-2-ylsulfonyl)but-2-en-1-amine dihydrochloride